FC=1C=C(C=NC1)CN1N=C(C=CC1=O)C=1C=NC(=NC1)OCC(C)C 2-((5-fluoropyridin-3-yl)methyl)-6-(2-isobutoxypyrimidin-5-yl)pyridazine-3(2H)-one